1-(5-fluoro-1H-pyrrolo[2,3-b]pyridin-3-yl)-3-((1s,4s)-4-((5-(trifluoromethyl)pyridin-2-yl)oxy)cyclohexyl)urea FC=1C=C2C(=NC1)NC=C2NC(=O)NC2CCC(CC2)OC2=NC=C(C=C2)C(F)(F)F